(E)-1-(3-(1-(Prop-1-en-1-ylsulfonyl)azetidin-3-yl)-1-(4-(trifluoromethoxy)phenyl)-1H-pyrazolo[3,4-b]pyridin-4-yl)ethane-1,2-diol C(=C\C)/S(=O)(=O)N1CC(C1)C1=NN(C2=NC=CC(=C21)C(CO)O)C2=CC=C(C=C2)OC(F)(F)F